(2E)-4-(1-piperidinyl)-2-butenoic acid hydrochloride Cl.N1(CCCCC1)C/C=C/C(=O)O